COC(=O)N1[C@H](CCC2=C3C(=CC=C12)N(C(=N3)C[C@@H]3COCCC3)C3CCCCC3)C (1R,3R)-3-((S)-6-(Methoxycarbonyl)-7-methyl-2-(((S)-tetrahydro-2H-pyran-3-yl)methyl)-6,7,8,9-tetrahydro-3H-imidazo[4,5-f]chinolin-3-yl)cyclohexan